bis(3,4-dichlorophenyl)phosphorus oxide ClC=1C=C(C=CC1Cl)[P](C1=CC(=C(C=C1)Cl)Cl)=O